tert-butyl (4-((5-bromo-3-nitropyridin-2-yl)amino)benzyl)carbamate BrC=1C=C(C(=NC1)NC1=CC=C(CNC(OC(C)(C)C)=O)C=C1)[N+](=O)[O-]